1-vinyl-5-methyl-2-pyrrolidone C(=C)N1C(CCC1C)=O